1-ethyl-4-iodo-1H-imidazole C(C)N1C=NC(=C1)I